CO[C@@H](CNC1=NS(C2=C(N1)C(=CC=C2)C2=C(C(=CC(=C2)F)F)F)(=O)=O)C (R)-3-((2-methoxypropyl)amino)-5-(2,3,5-trifluorophenyl)-4H-benzo[e][1,2,4]thiadiazine 1,1-dioxide